FC1=CC=C(C=C1)C1NC(NC(=C1C#N)C(C)C)=O 4-(4-fluorophenyl)-6-isopropyl-2-oxo-1,2,3,4-tetrahydropyrimidine-5-carbonitrile